O.O.[Co](Cl)Cl cobalt(II) chloride dihydrate